The molecule is a hydroxy monocarboxylic acid anion that is the conjugate base of 1-hydroxy-2-naphthoic acid. It has a role as a bacterial xenobiotic metabolite and a fungal xenobiotic metabolite. It derives from a 2-naphthoate. It is a conjugate base of a 1-hydroxy-2-naphthoic acid. C1=CC=C2C(=C1)C=CC(=C2[O-])C(=O)O